C(C)OC(=O)C1=NN(C(=C1)C1=NC=NC(=C1)OC)C1OCCCC1.COC1=CC=C(C=C1)C1=CC=C(C=C1)C(CCCCCC)=O 1-(4'-methoxy-[1,1'-biphenyl]-4-yl)heptane-1-one Ethyl-5-(6-methoxypyrimidin-4-yl)-1-(tetrahydro-2H-pyran-2-yl)-1H-pyrazole-3-carboxylate